N=1C=NN2C1C=C(C=C2)C2=CC=C(C=C2)CC(=O)NC2=CC(=CC=C2)OC(F)(F)F 2-[4-([1,2,4]Triazolo[1,5-a]pyridin-7-yl)phenyl]-N-[3-(trifluoromethoxy)phenyl]acetamide